ClC[C@H]1N(C[C@@H](N(C1)C=1C=2C(N(C(C1)=O)C)=CN(N2)CC#N)C)C(C)C=2C=C1N=CC=NC1=CC2 (7-((2S,5S)-5-(chloromethyl)-2-methyl-4-(1-(quinoxalin-6-yl)ethyl)piperazin-1-yl)-4-methyl-5-oxo-4,5-dihydro-2H-pyrazolo[4,3-b]pyridin-2-yl)acetonitrile